ClC=1C=CC(=NC1)C1(OC2=C(O1)C=CC=C2C2CCNCC2)C 4-[2-(5-chloropyridin-2-yl)-2-methyl-1,3-benzodioxol-4-yl]piperidin